N1(N=CCC1)C(=N)N 4,5-dihydro-1H-pyrazole-1-carboxamidine